4-phenyl-3,4-dihydro-2H-benzo[b][1,4]Thiazine-6-carboxylic acid methyl ester COC(=O)C1=CC2=C(SCCN2C2=CC=CC=C2)C=C1